2-(3-(4-sulfamoylbenzyl)-1H-indol-1-yl)thiazole-4-carboxylic acid S(N)(=O)(=O)C1=CC=C(CC2=CN(C3=CC=CC=C23)C=2SC=C(N2)C(=O)O)C=C1